tris(2-(3-methylphenyl)-7-methyl-quinolinyl)iridium CC=1C=C(C=CC1)C1=NC2=CC(=CC=C2C=C1[Ir](C=1C(=NC2=CC(=CC=C2C1)C)C1=CC(=CC=C1)C)C=1C(=NC2=CC(=CC=C2C1)C)C1=CC(=CC=C1)C)C